ClC=1C=C2C(=C(NC2=CC1)C(=O)O)CC(N1CCN(CC1)C1=C(C=CC=C1)C(F)(F)F)=O 5-chloro-3-(2-oxo-2-(4-(2-(trifluoromethyl)phenyl)piperazin-1-yl)ethyl)-1H-indole-2-carboxylic acid